C(C)(C)(C)OC(N=[S@@](=O)(C)CC1=CC(=CC(=C1)OCCCCNC1=C(C=CC(=C1)C1=NC(=NC=C1F)Cl)F)N)=O |r| (rac)-tert-butyl{[3-amino-5-(4-{[5-(2-chloro-5-fluoropyrimidin-4-yl)-2-fluorophenyl]amino}butoxy)benzyl](methyl)oxido-λ6-sulfanylidene}carbamate